BrCC(=O)C1=CC=C(C=C1)C(F)(F)F 2-Bromo-4'-(trifluoromethyl)acetophenone